C(C)(C)(C)C1=CC(=C(C=C1Cl)C=1NC=2C=CN=C(C2C(C1)=O)C(=O)N)C 2-(4-tert-butyl-5-chloro-2-methyl-phenyl)-4-oxo-1H-1,6-naphthyridine-5-carboxamide